5-(2-chloro-3-fluoro-phenyl)-1-{2-[4-(7-methoxy-2-oxo-1,2,4,5-tetrahydro-benzo[d][1,3]diazepin-3-yl)-piperidin-1-yl]-2-Oxo-ethyl}-3-(2-methylamino-ethyl)-1H-pyrimidine-2,4-dione ClC1=C(C=CC=C1F)C=1C(N(C(N(C1)CC(=O)N1CCC(CC1)N1C(NC2=C(CC1)C=C(C=C2)OC)=O)=O)CCNC)=O